COC(C(CC(C)C)(C)N=NC(C(=O)OC)(CC(C)C)C)=O dimethyl-2,2'-azobis(2,4-dimethylvalerate)